3-(4-(2-(2,6-Dichlorophenyl)imidazo[2,1-f][1,6]naphthyridin-9-yl)-1H-pyrazol-1-yl)-N,N-dimethylpyrrolidine-1-sulfonamide ClC1=C(C(=CC=C1)Cl)C=1N=C2C=3C=C(C=NC3C=CN2C1)C=1C=NN(C1)C1CN(CC1)S(=O)(=O)N(C)C